(2R,3S)-3-((6-fluoro-2-(2-methoxy-7-methylquinoxalin-5-yl)thiazolo[5,4-b]pyridin-5-yl) oxy)butan-2-yl (2-methylpyrimidin-5-yl)carbamate CC1=NC=C(C=N1)NC(O[C@H](C)[C@H](C)OC1=C(C=C2C(=N1)SC(=N2)C2=C1N=CC(=NC1=CC(=C2)C)OC)F)=O